(R)-tert-Butyl 8-chloro-2-ethyl-2,3-dihydropyrido[3,4-f][1,4]oxazepine-4(5H)-carboxylate ClC1=CC2=C(CN(C[C@H](O2)CC)C(=O)OC(C)(C)C)C=N1